cobalt bis(amidosulfuric acid) S(O)(=O)(=O)N.S(O)(=O)(=O)N.[Co]